N-(3-(hydroxymethyl)-2-oxopiperidin-3-yl)-2-methyl-5-((2-methylpyridin-3-yl)methoxy)benzofuran-3-carboxamide OCC1(C(NCCC1)=O)NC(=O)C1=C(OC2=C1C=C(C=C2)OCC=2C(=NC=CC2)C)C